(E)-3,5-difluoro-N-(3-{2-[1-(2-hydroxy-ethyl)-1H-pyrazol-4-yl]-vinyl}-1H-indazol-5-yl)-benzenesulfonamide FC=1C=C(C=C(C1)F)S(=O)(=O)NC=1C=C2C(=NNC2=CC1)\C=C\C=1C=NN(C1)CCO